2-bromo-2-methylpropanoyl bromide BrC(C(=O)Br)(C)C